6-bromo-2-(3,5-dimethoxyphenyl)-3,1-benzoxazin-4-one BrC=1C=CC2=C(C(OC(=N2)C2=CC(=CC(=C2)OC)OC)=O)C1